diazaoxabicyclo[4.4.0]decane N12ONCCC2CCCC1